FC1=CC=C(C=C1)N(C(=O)[C@H]1NC[C@H](C1)O)C (2S,4S)-N-(4-fluorophenyl)-4-hydroxy-N-methylpyrrolidine-2-carboxamide